COC=1C2=C(N=C(N1)NC1CCN(CC1)C(C)=O)NC=C2C=2C=CC1=C(N(N=N1)C)C2 1-(4-((4-methoxy-5-(1-methyl-1H-benzo[d][1,2,3]triazol-6-yl)-7H-pyrrolo[2,3-d]pyrimidin-2-yl)amino)piperidin-1-yl)ethan-1-one